C(C)(=O)C1=C(C2=C(N=C(N=C2)NC2=CC=C(C=N2)C2CCN(CC2)C(=O)OC(C)(C)C)N(C1=O)C1CCCC1)C tert-butyl 4-[6-[(6-acetyl-8-cyclopentyl-5-methyl-7-oxo-pyrido[2,3-d]pyrimidin-2-yl)amino]-3-pyridyl]piperidine-1-carboxylate